BrC=1C2=C(N(C(CC1C(=O)O)=O)CC1=CC=C(C=C1)OC)C=CC=C2 5-bromo-1-(4-methoxybenzyl)-2-oxo-2,3-dihydro-1H-benzo[b]azepine-4-carboxylic acid